C(#N)C=1C=C(SC1)[C@@H](N[S@@](=O)C(C)(C)C)C1CC1 (S)-N-((S)-(4-cyanothiophen-2-yl)(cyclopropyl)methyl)-2-methylpropane-2-sulfinamide